CNS(=O)(=O)C1=C(C=CC=C1)N1CC(CC1)C(=O)O 1-[2-(METHYLSULFAMOYL)PHENYL]PYRROLIDINE-3-CARBOXYLIC ACID